(3R,5R)-1-{2-[1-(cyclopropylmethyl)-6-(2,3-dihydro-1-benzofuran-5-yl)-1H-pyrrolo[2,3-b]pyridin-2-yl]-7-methoxy-1-methyl-1H-1,3-benzodiazole-5-carbonyl}-5-fluoropiperidin-3-amine C1(CC1)CN1C(=CC=2C1=NC(=CC2)C=2C=CC1=C(CCO1)C2)C2=NC1=C(N2C)C(=CC(=C1)C(=O)N1C[C@@H](C[C@H](C1)F)N)OC